1'-(tert-Butyloxycarbonyl)-2H-spiro[furo[3,2-b]pyridine-3,4'-piperidine]-6-carboxylic acid C(C)(C)(C)OC(=O)N1CCC2(CC1)COC=1C2=NC=C(C1)C(=O)O